2-((2-(Ethyl-d5)-6-fluoro-5-(piperazin-1-yl)pyrazolo[1,5-a]pyridin-3-yl)(methyl)amino)-4-(4-fluorophenyl)thiazole-5-carbonitrile C(C([2H])([2H])[2H])(C1=NN2C(C=C(C(=C2)F)N2CCNCC2)=C1N(C=1SC(=C(N1)C1=CC=C(C=C1)F)C#N)C)([2H])[2H]